tert-Butyl (E)-6-(2-(5-cyclopropyl-3-(2-(trifluoromethyl)pyridin-3-yl)isoxazol-4-yl)vinyl)-2-azaspiro[3.3]heptane-2-carboxylate C1(CC1)C1=C(C(=NO1)C=1C(=NC=CC1)C(F)(F)F)/C=C/C1CC2(CN(C2)C(=O)OC(C)(C)C)C1